[NH+]1=CCC2=CC=CC=C12 3H-indol-1-ium